CC(CC1=C(C=C2C=NC=NN21)C#N)C 7-(2-methylpropyl)pyrrolo[2,1-f][1,2,4]triazine-6-carbonitrile